C(=O)(O)C1=CC(=C(C(=O)NC=2C=C(C=C(C(=O)O)C2)C(=O)O)C=C1O)O 5-(4-Carboxy-2,5-dihydroxybenzamido)isophthalic acid